C12CC=CCC2C1 bicyclo[4.1.0]hept-3-ene